O=C1NC(CCC1C=1C=CC(=NC1)N(C1CCC(CC1)C(=O)N1CCC(CC1)C(=O)O)C)=O 1-((1R,4R)-4-((5-(2,6-DIOXOPIPERIDIN-3-YL)PYRIDIN-2-YL)(METHYL)AMINO)CYCLOHEXANE-1-CARBONYL)PIPERIDINE-4-CARBOXYLIC ACID